9-acetyl-1,2,3,4-tetrahydroazepino[3,2,1-hi]indol-6(7H)-one C(C)(=O)C=1C=C2CCN3C2=C(C1)CC(CC3)=O